7,8-dimethoxy-2-phenylpyrimido[4,5-b]quinolin-5-amine COC=1C=C2C(=C3C(=NC2=CC1OC)N=C(N=C3)C3=CC=CC=C3)N